4-((4-difluoromethoxyphenyl)amino)-6-acetylamino-1H-indole-2-carboxylic acid FC(OC1=CC=C(C=C1)NC1=C2C=C(NC2=CC(=C1)NC(C)=O)C(=O)O)F